((3R,7aS)-7a-(((7-(2-aminobenzo[d]thiazol-4-yl)-6-chloro-8-fluoro-4-(piperazin-1-yl)quinazolin-2-yl)oxy)methyl)hexahydro-1H-pyrrolizin-3-yl)methanol NC=1SC2=C(N1)C(=CC=C2)C2=C(C=C1C(=NC(=NC1=C2F)OC[C@]21CCCN1[C@H](CC2)CO)N2CCNCC2)Cl